CN1C(C=C(C2=CC(=CC=C12)O)C)(C)C 1,2,2,4-tetramethyl-1,2-dihydroquinolin-6-ol